ClC1=CC2=C(N(C(N=C2N2CCC3(CN(C3)C(=O)[O-])CC2)=O)C=2C(=NC=CC2C)C(C)C)N=C1C1=C(C=CC=C1)OC 7-(6-Chloro-1-(2-isopropyl-4-methylpyridin-3-yl)-7-(2-methoxyphenyl)-2-oxo-1,2-Dihydropyrido[2,3-d]pyrimidin-4-yl)-2,7-diazaspiro[3.5]nonane-2-carboxylate